acryloxybutyldichloromethylsilane C(C=C)(=O)OCCCC[SiH2]C(Cl)Cl